11-(4-piperidylidene)-6H-benzo[c][1]benzothiepine 5,5-dioxide N1CCC(CC1)=C1C2=C(CS(C3=C1C=CC=C3)(=O)=O)C=CC=C2